5-(2-(4-((2-(4-(1-(azetidin-3-yl)piperidin-4-yl)piperazin-1-yl)pyrimidin-4-yl)methoxy)phenyl)propan-2-yl)-3-chloro-2-(2-chloroethoxy)benzonitrile N1CC(C1)N1CCC(CC1)N1CCN(CC1)C1=NC=CC(=N1)COC1=CC=C(C=C1)C(C)(C)C=1C=C(C(=C(C#N)C1)OCCCl)Cl